COC=1C=C2C=CN(C2=CC1)C1=NC=CC2=CC=CC=C12 1-(5-methoxy-1H-indol-1-yl)isoquinoline